((3R,5R,8S,9S,10S,13S,14S,17S)-10-ethyl-3-hydroxy-3,13-dimethylhexadecahydro-1H-cyclopenta[a]phenanthren-17-yl)((R)-2-ethylpiperidin-1-yl)methanone C(C)[C@]12[C@H]3CC[C@@]4([C@H](CC[C@H]4[C@@H]3CC[C@@H]2C[C@](CC1)(C)O)C(=O)N1[C@@H](CCCC1)CC)C